N-[(1S)-5-{[3-nitro-6-(1,2,3-triazol-1-yl)pyridin-2-yl]amino}-2,3-dihydro-1H-inden-1-yl]acetamide [N+](=O)([O-])C=1C(=NC(=CC1)N1N=NC=C1)NC=1C=C2CC[C@@H](C2=CC1)NC(C)=O